5-methoxyphenol COC=1C=CC=C(C1)O